ClC1=CC=C(S1)C1(CC1)C=1NC(C2=C(N1)CCNC2)=O 2-(1-(5-chlorothiophen-2-yl)cyclopropyl)-5,6,7,8-tetrahydropyrido[4,3-d]pyrimidin-4(3H)-one